C[C@@H]1N(C[C@H](NC1)C)C1=C(C(N(C=2N1N=C(C2)CC#N)C)=O)F 2-(7-((2S,5R)-2,5-dimethylpiperazin-1-yl)-6-fluoro-4-methyl-5-oxo-4,5-dihydropyrazolo[1,5-a]pyrimidin-2-yl)acetonitrile